FC1=CC=C(C=C1)C1=CC=C(C=C1)S(=O)(=O)NC=1C=C(C=CC1)C 4'-fluoro-N-m-tolyl-[1,1'-biphenyl]-4-sulfonamide